tetra(tridecyl)-4,4'-n-butylidenebis(2-tertiary-butyl-5-methylphenol) diphosphite OP(O)OP(O)O.C(CCCCCCCCCCCC)C(CCC(CCCCCCCCCCCCC)(CCCCCCCCCCCCC)CCCCCCCCCCCCC)(C1=CC(=C(C=C1C)O)C(C)(C)C)C1=CC(=C(C=C1C)O)C(C)(C)C